(1R,3S)-3-{5-[2-(2-formyl-3-hydroxy-4-methoxyphenoxy) acetamido]-2H-pyrazol-3-yl}cyclopentyl N-isopropylcarbamate C(C)(C)NC(O[C@H]1C[C@H](CC1)C=1NN=C(C1)NC(COC1=C(C(=C(C=C1)OC)O)C=O)=O)=O